2'-deoxy-2'-fluoro-5'-(4',4'-dimethoxytrityl)uridine F[C@H]1[C@@H](O[C@@H]([C@H]1O)C(O)C(C1=CC=CC=C1)(C1=CCC(C=C1)(OC)OC)C1=CC=CC=C1)N1C(=O)NC(=O)C=C1